C(C)(=O)O[C@@H]1[C@H]([C@H]2O[C@@H]([C@H]1O)CO2)N=[N+]=[N-] 1,6-anhydro-3-O-acetyl-2-azido-2-deoxy-β-D-glucose